N-(4-(N-acetylsulfamoyl)phenyl)-3-amino-6-p-tolylpyrazine-2-carboxamide C(C)(=O)NS(=O)(=O)C1=CC=C(C=C1)NC(=O)C1=NC(=CN=C1N)C1=CC=C(C=C1)C